OC(=O)CCCCCCCCC.N[C@@H](CCCNC(N)=N)C(=O)O arginine caprate